tert-butyl N-[(3R)-1-(5-bromopyridin-2-yl)pyrrolidin-3-yl]-N-cyclopropylcarbamate BrC=1C=CC(=NC1)N1C[C@@H](CC1)N(C(OC(C)(C)C)=O)C1CC1